FC(C(=O)N1CC(C1)N1N=C(C2=NC=CC(=C21)C=2C=NN(C2)C=2N=CSC2)C2=CC=C(C=C2)C(F)(F)F)=C 2-fluoro-1-(3-(7-(1-(thiazol-4-yl)-1H-pyrazol-4-yl)-3-(4-(trifluoromethyl)phenyl)-1H-pyrazolo[4,3-b]pyridin-1-yl)azetidin-1-yl)prop-2-en-1-one